CCCCC1=CC=CC=C1S(=O)(=O)O Butylbenzenesulfonic acid